C(#N)C1=NC=C2CCN(CC2=C1)C(=O)OC(C)(C)C tert-Butyl 7-cyano-3,4-dihydro-2,6-naphthyridine-2(1H)-carboxylate